(R)-N-(2-fluoro-4-(3-((6-fluoroquinazolin-2-yl)amino)pyrrolidine-1-carbonyl)phenyl)acrylamide FC1=C(C=CC(=C1)C(=O)N1C[C@@H](CC1)NC1=NC2=CC=C(C=C2C=N1)F)NC(C=C)=O